ethyl 3-{[4-(4-{3-[(4-{4-[(tert-butoxycarbonyl)amino] butanamido}-1-methylimidazol-2-yl)formamido]propanamido}-1-methylpyrrole-2-amido)-1-methylimidazol-2-yl]formamido}propanoate C(C)(C)(C)OC(=O)NCCCC(=O)NC=1N=C(N(C1)C)C(=O)NCCC(=O)NC=1C=C(N(C1)C)C(=O)NC=1N=C(N(C1)C)C(=O)NCCC(=O)OCC